ClC1=CC(=C(C=C1)N1N=NC(=C1CN1N=CC(=CC1=O)N1C[C@H](OCC1)C)C)F 2-[[3-(4-chloro-2-fluoro-phenyl)-5-methyl-triazol-4-yl]methyl]-5-[(2R)-2-methylmorpholin-4-yl]pyridazin-3-one